[Si](C)(C)(C(C)(C)C)OCC1=C(C=CC=C1)[C@@H]1C2=C(N(C([C@H]1NC(C1=CC(=CC=C1)C(F)(F)F)=O)=O)CC)N(N=C2)C2=CC=CC=C2 |r| rac-N-((4R,5S)-4-(2-(((tert-butyldimethylsilyl)oxy)methyl)phenyl)-7-ethyl-6-oxo-1-phenyl-4,5,6,7-tetrahydro-1H-pyrazolo[3,4-b]pyridin-5-yl)-3-(trifluoromethyl)benzamide